C(C)(C)(C)OC(NC1CCN(CC1)CC(F)(F)F)=O (1-(2,2,2-Trifluoroethyl)piperidin-4-yl)carbamic acid tert-butyl ester